COC1=CC=C(CN(C=2N=CN(C(C2C(=O)OC)=O)C2=C(C=C(C=C2[N+](=O)[O-])F)Cl)CC2=CC=C(C=C2)OC)C=C1 methyl 4-(bis(4-methoxybenzyl)amino)-1-(2-chloro-4-fluoro-6-nitrophenyl)-6-oxo-1,6-dihydropyrimidine-5-carboxylate